copper-lead gold-silver [Ag].[Au].[Pb].[Cu]